(naphthalen-1-yl)phenazine-1-carboxamide C1(=CC=CC2=CC=CC=C12)C1=C(C2=NC3=CC=CC=C3N=C2C=C1)C(=O)N